2-methyl-4-[(2-methylphenyl)diazenyl]benzenediazonium CC1=C(C=CC(=C1)N=NC1=C(C=CC=C1)C)[N+]#N